[Br-].C(C1=CC=CC=C1)N1CC=C(C=C1)C1=CC=NC=C1 1-benzyl-4,4'-bipyridine bromide